FC1=CC=C(C=C1)C(C(=O)NN)C(C)C (4-fluorophenyl)-3-methylbutanehydrazide